tert-butyl-2-[3-({2-cyclopropyl-6-fluoro-4-[(imidazolidin-2-ylidene)carbamoyl]phenyl} amino)phenyl]-4,5-dihydro-1H-imidazole-1-carboxylate C(C)(C)(C)OC(=O)N1C(=NCC1)C1=CC(=CC=C1)NC1=C(C=C(C=C1F)C(N=C1NCCN1)=O)C1CC1